2-{[(1S)-1-{4-[(4-Acryloylpiperazin-1-yl)methyl]phenyl}ethyl]amino}-4-[(2,4-dimethoxybenzyl)amino]-8-(propan-2-yl)pyrido[2,3-d]pyrimidin-7(8H)-on C(C=C)(=O)N1CCN(CC1)CC1=CC=C(C=C1)[C@H](C)NC=1N=C(C2=C(N1)N(C(C=C2)=O)C(C)C)NCC2=C(C=C(C=C2)OC)OC